NC=1N2C(C=3N(C(N(C3N1)CCN1CCN(CC1)C1=C(C=C(C(=O)NCC3NCCOC3)C=C1)F)=O)C)=CC(=N2)C=2OC=CC2 4-(4-(2-(5-amino-8-(furan-2-yl)-1-methyl-2-oxo-1H-pyrazolo[5,1-i]purin-3(2H)-yl)ethyl)piperazin-1-yl)-3-fluoro-N-(morpholin-3-ylmethyl)benzamide